(2S)-2,6-Difluorotetrahydro-1H-pyrrolizin F[C@H]1CC2=CC(CN2C1)F